ClC1=CC(=C(C=C1)C1=NC(=CN2C1=NC(=C(C2=O)C)C)[C@@H]2C[C@@H](OCC2)C2=CC(=NC=C2)C)F 9-(4-chloro-2-fluorophenyl)-2,3-dimethyl-7-((2R,4S)-2-(2-methylpyridin-4-yl)tetrahydro-2H-pyran-4-yl)-4H-pyrazino[1,2-a]pyrimidin-4-one